3-difluoromethyl-1-methyl-1H-pyrazole-4-carboxylic acid N-(2'-trifluoromethyl-biphenyl-2-yl)-amide FC(C1=C(C=CC=C1)C1=C(C=CC=C1)NC(=O)C=1C(=NN(C1)C)C(F)F)(F)F